C(C)(C)C(=O)C1=CC=C(C=C1)Br (4-bromophenyl) isopropyl ketone